29-hydroxynonacosyl tetracos-15-enoate C(CCCCCCCCCCCCCC=CCCCCCCCC)(=O)OCCCCCCCCCCCCCCCCCCCCCCCCCCCCCO